BrC1=CC=C2C=CC3=C(C=CC4=CC=C1C2=C34)C3=CC(=CC(=C3)C3=CC=CC=C3)C3=CC=CC=C3 1-bromo-6-(3,5-diphenylphenyl)pyrene